C(C1=CC=CC=C1)N(CCCOCCCCOC1CCN(CC1)C(=O)OC(C)(C)C)CC1=CC=CC=C1 tert-butyl 4-[4-[3-(dibenzylamino)propoxy]butoxy]piperidine-1-carboxylate